OC1[C@]2(C)[C@@H](CC1)[C@@H]1CCC3=CC(C4C([C@]3(C)[C@H]1CC2)O4)=O 17-hydroxy-1,2-epoxyandrost-4-ene-3-one